3-(1H-indol-3-yl)cyclohexane-1-one N1C=C(C2=CC=CC=C12)C1CC(CCC1)=O